8-cyclohexyl-2-((2-methoxy-4-(4-methylpiperazin-1-yl)phenyl)amino)-6-methylpyrido[2,3-d]pyrimidin-7(8H)-one C1(CCCCC1)N1C(C(=CC2=C1N=C(N=C2)NC2=C(C=C(C=C2)N2CCN(CC2)C)OC)C)=O